(1-(6-(4-chlorophenyl)-2-(piperidin-3-yl)pyrimidin-4-yl)piperidin-2-yl)methylamine ClC1=CC=C(C=C1)C1=CC(=NC(=N1)C1CNCCC1)N1C(CCCC1)CN